C(C)(=O)C=1C=CC(=NC1)COC1=CC=CC(=N1)C1CCN(CC1)C(=O)OC(C)(C)C tert-butyl 4-(6-((5-acetylpyridin-2-yl)methoxy)pyridin-2-yl)piperidine-1-carboxylate